[Cl-].C(CCCCCCCCCCCCCCCCC)OCC[NH+](C)CCOCCCCCCCCCCCCCCCCCC N,N-bis(stearyloxy-ethyl)N-methylammonium chloride